N-(2-(4-cyclopropyl-6-methoxypyrimidin-5-yl)-4-((4-(1-methyl-4-(trifluoromethyl)-1H-imidazol-2-yl)benzyl)amino)-5,6,7,8-tetrahydro-quinazolin-6-yl)acetamide C1(CC1)C1=NC=NC(=C1C1=NC=2CCC(CC2C(=N1)NCC1=CC=C(C=C1)C=1N(C=C(N1)C(F)(F)F)C)NC(C)=O)OC